ClC1=CC(=CC=2[C@H]3NC[C@@H](OC21)C3)F (2S,5S)-9-chloro-7-fluoro-2,3,4,5-tetrahydro-2,5-methanobenzo[f][1,4]oxazepine